3-bromo-2-ethyl-6-(ethylsulfonyl)pyridine BrC=1C(=NC(=CC1)S(=O)(=O)CC)CC